BrC1=CC=C2C(=N1)NC=C2S(=O)(=O)NC2=NC(=C(C(=N2)OC)OC(C(F)F)([2H])[2H])OC 6-bromo-N-[5-(1,1-dideuterio-2,2-difluoro-ethoxy)-4,6-dimethoxy-pyrimidin-2-yl]-1H-pyrrolo[2,3-b]pyridine-3-sulfonamide